1,4-bis[(3-ethyl-3-oxetanylmethyl)methyl]benzene C(C)C1(COC1)CCC1=CC=C(C=C1)CCC1(COC1)CC